propoxytriacetoxysilane methacrylate C(C(=C)C)(=O)O.C(CC)O[Si](OC(C)=O)(OC(C)=O)OC(C)=O